Ethyl 2-(5-chloro-3-(N-(3,4-diethoxyphenyl)-N-methylsulfamoyl)thiophene-2-carboxamido)isonicotinate ClC1=CC(=C(S1)C(=O)NC=1C=C(C(=O)OCC)C=CN1)S(N(C)C1=CC(=C(C=C1)OCC)OCC)(=O)=O